pyrimidodiazepanone N1NC(CCC2=C1C=NC=N2)=O